C1(=CC(=CC(=C1)C(=O)O)C(=O)O)C(=O)O benzene-1,3,5-triyl-tricarboxylic acid